N1-(2-(dimethylamino)ethyl)-N2-ethyl-N1-methyl-N4-(4-(1-methyl-1H-indol-3-yl)-7H-pyrrolo[2,3-d]pyrimidin-2-yl)benzene-1,2,4-triamine CN(CCN(C=1C(=CC(=CC1)NC=1N=C(C2=C(N1)NC=C2)C2=CN(C1=CC=CC=C21)C)NCC)C)C